3-amino-1-(2-ethoxy-2-oxoethyl)-1H-pyrazole-4-carboxylic acid methyl ester COC(=O)C=1C(=NN(C1)CC(=O)OCC)N